BrC1=C(C(=O)OCC)C=C(C(=C1)OCCC(=O)OC(C)(C)C)[N+](=O)[O-] ethyl 2-bromo-4-(3-tert-butoxy-3-oxo-propoxy)-5-nitro-benzoate